N-(pentan-3-yl)-3-[(6-phenylpyridazin-3-yl)amino]benzamide CCC(CC)NC(C1=CC(=CC=C1)NC=1N=NC(=CC1)C1=CC=CC=C1)=O